N-(3-(p-tolyl)prop-2-yn-1-yl)aniline C1(=CC=C(C=C1)C#CCNC1=CC=CC=C1)C